4-butylene adipate terephthalate C(C1=CC=C(C(=O)O)C=C1)(=O)O.C1(CCCCC(=O)OCCCCO1)=O